3-cyano-3-(9-methyl-6-(4-(trifluoromethoxy)phenyl)-9H-purin-2-yl)azetidine-1-carboxylic acid tert-butyl ester C(C)(C)(C)OC(=O)N1CC(C1)(C1=NC(=C2N=CN(C2=N1)C)C1=CC=C(C=C1)OC(F)(F)F)C#N